BrC1=C(C(=CC=C1)Cl)NC(=O)C=1C(=NC=NC1)OC 5-((2-bromo-6-chlorophenyl)carbamoyl)-4-methoxypyrimidin